COC1=CC=C(CCC(=O)O)C=C1.ClC1=NC=CC(=N1)C1=C(N=C(S1)NS(=O)(=O)CCCC)C1=CC=C(C=C1)F N-(5-(2-chloropyrimidin-4-yl)-4-(4-fluorophenyl)thiazol-2-yl)butane-1-sulfonamide 4-Methoxybenzyl-acetate